6-methyl-5-{4-[(1-{[4-(propan-2-yl)phenyl]carbamoyl}-DL-prolyl)amino]phenyl}pyridine-2-carboxylic acid CC1=C(C=CC(=N1)C(=O)O)C1=CC=C(C=C1)NC([C@H]1N(CCC1)C(NC1=CC=C(C=C1)C(C)C)=O)=O |r|